O=C1NC(CCC1N1C(C2=CC=C(C=C2C1=O)N1CC(OCC1)CO)=O)=O 2-(2,6-dioxopiperidin-3-yl)-5-(2-(hydroxymethyl)morpholino)isoindoline-1,3-dione